5-bromo-2-(difluoromethyl)pyrimidine-4,6-diol BrC=1C(=NC(=NC1O)C(F)F)O